COC1=CC=2N(C=C1C(=O)NC1=CC=CC=3CCCCC13)C=C(N2)C2CCOCC2 7-methoxy-2-(tetrahydro-2H-pyran-4-yl)-N-(5,6,7,8-tetrahydronaphthalen-1-yl)imidazo[1,2-a]pyridine-6-carboxamide